ClCC=1N=C(C=2N(C1)C(=NC2)C2=CC=C(C=C2)F)OC 6-chloromethyl-3-(4-fluoro-phenyl)-8-methoxy-imidazo[1,5-a]pyrazine